tert-butyl 7-(6-(5-((2,6-difluorophenyl) sulphonamido)-6-methoxypyridin-3-yl) pyrido[3,2-d]pyrimidin-4-yl)-2,7-diazaspiro[3.5]nonane-2-carboxylate FC1=C(C(=CC=C1)F)S(=O)(=O)NC=1C=C(C=NC1OC)C=1C=CC=2N=CN=C(C2N1)N1CCC2(CN(C2)C(=O)OC(C)(C)C)CC1